C(C)(C)(C)OC(NC1CN(CC12C(CCO2)C)C2=CC1=C(C[C@H](CO1)N)C=C2)=O [7-[(3R)-3-amino-3,4-dihydro-2H-1-benzopyran-7-yl]-4-methyl-1-oxa-7-azaspiro[4.4]nonan-9-yl]carbamic acid tert-butyl ester